CN(C=1C=CC(=C(C1)C1=CC=C2C(=N1)NC(=N2)CNC(C2=CC(=C(C=C2)C)S(=O)(=O)C)=O)C)C N-((5-(5-(dimethylamino)-2-methylphenyl)-3H-imidazo[4,5-b]pyridin-2-yl)methyl)-4-methyl-3-(methylsulfonyl)benzamide